C[C@@H]1NC2=CC=C3C(=C2CC1)N=C(N3[C@@H]3CC[C@H](CC3)C(N)=O)CCC3=CC=CC=C3 (7S)-7-Methyl-2-(2-phenylethyl)-3-[(trans)-4-carbamoylcyclohexyl]-3H,6H,7H,8H,9H-imidazo[4,5-f]chinolin